C(C)(C)(C)OC(=O)N1CC2=CC(=CC=C2CC1)N1C(C2=C(CC1)C(=NN2C2=C(C(=CC=C2)Cl)F)C(=O)OCC)=O 7-[1-(3-Chloro-2-fluorophenyl)-3-ethoxycarbonyl-7-oxo-4,5-dihydropyrazolo[3,4-c]pyridin-6-yl]-3,4-dihydro-1H-isoquinoline-2-carboxylic acid tert-butyl ester